5-[5-(4-fluoro-2-isopropoxy-phenyl)-4-methyl-6-(4,5,6,7-tetrahydropyrazolo[1,5-a]pyrazin-2-yl)pyrimidin-2-yl]-1-methyl-pyridin-2-one FC1=CC(=C(C=C1)C=1C(=NC(=NC1C1=NN2C(CNCC2)=C1)C=1C=CC(N(C1)C)=O)C)OC(C)C